N-(7-chloro-quinolin-8-yl)-5-methylpyridine-2-sulfonamide ClC1=CC=C2C=CC=NC2=C1NS(=O)(=O)C1=NC=C(C=C1)C